FC(C(C(C(C(C(F)(F)F)(F)F)(F)F)(F)F)(F)F)(S)F perfluoro-1-hexanethiol